2-[[6-[3-(Difluoromethyl)-4-fluoro-phenyl]pyrazolo[4,3-b]pyridin-1-yl]methyl]-5-methyl-thiazole FC(C=1C=C(C=CC1F)C=1C=C2C(=NC1)C=NN2CC=2SC(=CN2)C)F